tetradecanoic acid n-pentylester C(CCCC)OC(CCCCCCCCCCCCC)=O